(2RS)-2-(5-fluoro-2-hydroxy-phenyl)-2-[1-oxo-6-[2-[4-(piperazin-1-ylmethyl)phenyl]ethynyl]isoindolin-2-yl]-N-thiazol-2-yl-acetamide FC=1C=CC(=C(C1)[C@H](C(=O)NC=1SC=CN1)N1C(C2=CC(=CC=C2C1)C#CC1=CC=C(C=C1)CN1CCNCC1)=O)O |r|